O=C1N(CCC2=C1C(=C(N2)C2=CC=C(C=C2)C(F)(F)F)NC2=CC=CC=C2)C(=O)OC(C)(C)C tert-Butyl 4-oxo-3-(phenylamino)-2-(4-(trifluoromethyl)phenyl)-1,4,6,7-tetrahydro-5H-pyrrolo[3,2-c]pyridine-5-carboxylate